C(C)OC1=CC=2N(C=C1C(=O)NC=1N=NC(=CC1)N1C[C@@H](NCC1)C)C=C(N2)C (S)-7-ethoxy-2-methyl-N-(6-(3-methylpiperazin-1-yl)pyridazin-3-yl)imidazo[1,2-a]pyridine-6-carboxamide